NC=1C=CC(=NC1)N1CCC(CC1)O 1-(5-aminopyridin-2-yl)piperidin-4-ol